C(=C(C)C)[SiH](OC)OC isobutenyl-dimethoxysilane